NCCCC(=O)NC=1N=C(N(C1)C)C(=O)NCCC(=O)NC=1C=C(N(C1)C)C(=O)NC=1N=C(N(C1)C)C(=O)NCCC(N1CCCCC1)=O 4-[4-(3-{[4-(4-aminobutanamido)-1-methylimidazol-2-yl]formamido}propanamido)-1-methylpyrrole-2-amido]-1-methyl-N-[3-oxo-3-(piperidin-1-yl)propyl]imidazole-2-carboxamide